2-(4-(((3S,5S)-3,5-Dimethylpiperidin-1-yl)methyl)-6-(trifluoromethyl)pyridin-2-yl)-6-(3-((4-methyl-4H-1,2,4-triazol-3-yl)methyl)oxetan-3-yl)isoindolin-1-one C[C@@H]1CN(C[C@H](C1)C)CC1=CC(=NC(=C1)C(F)(F)F)N1C(C2=CC(=CC=C2C1)C1(COC1)CC1=NN=CN1C)=O